C(CCCC#C)C=1C=C(C2=C(OC(C3CCC(=CC23)C)(C)C)C1)O[C@@H]1[C@@H]([C@H]([C@@H]([C@H](O1)O)O)O)CO (2S,3S,4R,5R,6S)-6-{[3-(hex-5-yn-1-yl)-6,6,9-trimethyl-6H,6aH,7H,8H,10aH-benzo[c]isochromen-1-yl]oxy}-5-(hydroxymethyl)oxane-2,3,4-triol